OC=1C=C(C=NC1)C=1C=C(C=C(C1)OC(C)C)CN1CCN(CC1)C1=CC=C(N=N1)C(=O)NS(=O)(=O)CCC(F)(F)F 6-[4-[[3-(5-Hydroxypyridin-3-yl)-5-propan-2-yloxyphenyl]methyl]piperazin-1-yl]-N-(3,3,3-trifluoropropylsulfonyl)pyridazine-3-carboxamide